FC1=CC=C(C=C1C1=CN=C(O1)C([2H])([2H])[2H])O 4-fluoro-5-(2-(methyl-d3)oxazol-5-yl)phenol